COC1=C(C=CC=C1)C=1NC2=CC=C(C=C2C1C)CN (2-(2-methoxyphenyl)-3-methyl-1H-indol-5-yl)methanamine